(phenylsulfonyl)-1H-pyrrolo[2,3-b]pyridine-4-carbaldehyde C1(=CC=CC=C1)S(=O)(=O)N1C=CC2=C1N=CC=C2C=O